COC=1N=C2C(=C3C(=NC2=CC1OC)CCCC3)NC3CCN(CC3)CC N-{2,3-dimethoxy-6H,7H,8H,9H-cyclohexa[b]1,5-naphthyridin-10-yl}-1-ethylpiperidin-4-amine